C(C)C=1C(=NON1)C(=O)N 4-ethyl-1,2,5-oxadiazole-3-carboxamide